FC=1C=C(C=C(C1)F)C1=C(N=C2N1N=CC(=C2C(C)(C)O)C(=O)N[C@H]2CCOC1=C2C=CC=C1)C 3-(3,5-difluorophenyl)-N-[(4S)-3,4-dihydro-2H-1-benzopyran-4-yl]-8-(2-hydroxypropan-2-yl)-2-methylimidazo[1,2-b]pyridazine-7-carboxamide